3-(4-(2-oxa-5-azabicyclo[2.2.1]heptane-5-carbonyl)oxazol-2-yl)-1-(isoindolin-2-yl-1,1,3,3-d4)propan-1-one C12OCC(N(C1)C(=O)C=1N=C(OC1)CCC(=O)N1C(C3=CC=CC=C3C1([2H])[2H])([2H])[2H])C2